C(C)(C)C1=C(C(=CC=C1)C(C)C)N1C=[N+](C=C1)CCCCCCCCCCCCCC 1-(2,6-diisopropylphenyl)-3-tetradecyl-imidazolium